FC(CC(=O)NC1=C(C=CC=C1)OC)(F)F 3,3,3-trifluoro-N-(2-methoxyphenyl)propionamide